C1=CC=CC=2C3=CC=CC=C3C(C12)COC(=O)N[C@H](C(=O)O)CCC(=O)N1C[C@@H](CCC1)NC(=O)OC(C)(C)C (S)-2-((((9H-fluoren-9-yl)methoxy)carbonyl)amino)-5-((R)-3-((tert-butoxycarbonyl)amino)piperidin-1-yl)-5-oxopentanoic acid